OC1=C(C(=CC(=C1)OC)OC)C(\C=C\C1=CC=C(C=C1)C1=CC=CC=C1)=O (E)-1-(2-Hydroxy-4,6-dimethoxyphenyl)-3-(4-phenylphenyl)prop-2-en-1-one